C(C)C=1C=C2CCN(C2=CC1)S(=O)(=O)C=1C=CC(=C(CO)C1)OCC1CCOCC1 5-((5-ethyl-dihydroindol-1-yl)sulfonyl)-2-((tetrahydro-2H-pyran-4-yl)methoxy)benzyl Alcohol